C1(CCCCC1)CN1CC(N(CC1)C1CC2(C1)CCNCC2)C2=C(C=CC=C2)C(C)C 2-(4-(cyclohexylmethyl)-2-(2-isopropylphenyl)piperazin-1-yl)-7-azaspiro[3.5]nonane